triisobutyl aconitate C(C=C(C(=O)OCC(C)C)CC(=O)OCC(C)C)(=O)OCC(C)C